C1(CCCC1)N(S(=O)(=O)C1=CC=C(C=C1)NS(=O)(=O)C(F)(F)F)CC=1C=C2CCCN(C2=CC1)CC N-cyclopentyl-N-((1-ethyl-1,2,3,4-tetrahydroquinolin-6-yl)methyl)-4-(trifluoromethylsulfonylamino)benzenesulfonamide